1-chloro-4-isocyanato-2-(trifluoromethyl)benzene ClC1=C(C=C(C=C1)N=C=O)C(F)(F)F